C(C)(C)(C)[Si](C1=CC=NN1C)(F)C(C)(C)C di(t-butyl)(fluoro)(1-methyl-5-pyrazolyl)silane